[C@H]12CC(C[C@H](CC1)N2)OC2=CC=C(N=N2)C2=C(C=C(C=C2)N2N=C(C(=C2)N)C)O 2-(6-(((1R,3S,5S)-8-azabicyclo[3.2.1]octan-3-yl)oxy)pyridazin-3-yl)-5-(4-amino-3-methyl-1H-pyrazol-1-yl)phenol